2-(pyrrolidin-3-yloxy)-5-(trifluoromethyl)pyridine trifluoroacetate salt FC(C(=O)O)(F)F.N1CC(CC1)OC1=NC=C(C=C1)C(F)(F)F